Cl.C(=O)(O)C1=C(C=CC=2CCB(OC21)O)OC2CN(C2)C([C@@H](C)NC([C@H](N)CC(=O)N)=O)=O N1-[(2R)-1-{3-[(8-carboxy-2-hydroxy-3,4-dihydro-2H-1,2-benzoxaborinine-7-yl)oxy]azetidin-1-yl}-1-oxopropan-2-yl]-D-aspartamide hydrochloride